(S)-5-[1-(2-Chloro-6-fluoro-phenyl)-piperidin-4-yl]-2,4-dimethyl-7-(2-trifluoromethyl-benzyl)-2,4,5,7-tetrahydro-pyrazolo[3,4-d]pyrimidin-6-on ClC1=C(C(=CC=C1)F)N1CCC(CC1)N1C(N(C=2C([C@@H]1C)=CN(N2)C)CC2=C(C=CC=C2)C(F)(F)F)=O